(tert-butyl)(chloro)bis(methyl)silane C(C)(C)(C)[Si](C)(C)Cl